chloro-2,4,6-tricyclohexyl-1,1'-biphenyl ClC=1C(=C(C(=CC1C1CCCCC1)C1CCCCC1)C1=CC=CC=C1)C1CCCCC1